4-(Phenylmethyloxy)-3-(1,3-dithian-2-yl)-5-fluoro-N-(4-(pyrrolidin-1-yl)-3-(trifluoromethyl)phenyl)benzamide C1(=CC=CC=C1)COC1=C(C=C(C(=O)NC2=CC(=C(C=C2)N2CCCC2)C(F)(F)F)C=C1F)C1SCCCS1